2-(2,3-dimethoxy-4-methylsulfanylphenyl)ethanamine COC1=C(C=CC(=C1OC)SC)CCN